FC(C(F)(F)S(=O)(=O)C(C(C(F)(F)F)(F)F)(F)F)(C(F)(F)F)F heptafluoropropylsulfone